ClC1=C(C=C(OCC(=O)NC23CC(C2)(C3)C3=NOC(C3)C3CCC3)C=C1)F 2-(4-chloro-3-fluorophenoxy)-N-(3-(5-cyclobutyl-4,5-dihydro-isoxazol-3-yl)bicyclo[1.1.1]pent-1-yl)acetamide